C(=O)(O)C1CC(C1)C(=O)O 1,3-dicarboxylcyclobutane